(Z)-2-(4-(benzyloxy)-3-methylphenyl)-3-(dimethylamino)acrylic acid methyl ester COC(\C(=C/N(C)C)\C1=CC(=C(C=C1)OCC1=CC=CC=C1)C)=O